N1-(dibenzo[b,d]furan-4-yl)-N4,N4-diphenyl-benzene-1,4-diamine C1=CC=C(C=2OC3=C(C21)C=CC=C3)NC3=CC=C(C=C3)N(C3=CC=CC=C3)C3=CC=CC=C3